ClC1=CC(N(C(N1C1=CC=C(C=C1)C)=O)C1=CC=C(C=C1)C)=O 6-chloro-1,3-bis(4-methylphenyl)pyrimidine-2,4(1H,3H)-dione